Cl.N=1N=C(NC1)COC1=C(C=C(C=C1OC)C1=C(C=CC=2N(C(N(C21)C)=O)CC(=O)NC2=CC=C(C=C2)F)F)F 2-(4-(4-((4H-1,2,4-triazol-3-yl)methoxy)-3-fluoro-5-methoxyphenyl)-5-fluoro-3-methyl-2-oxo-2,3-dihydro-1H-benzo[d]imidazol-1-yl)-N-(4-fluorophenyl)acetamide hydrochloride